FC([C@](N(C1=CC=CC=C1)F)(C(=O)O)F)(F)F pentafluorophenylalanine